C1=CC(=CC=2C3=CC=CC=C3C=CC12)C(C(=O)O)CCCCBr phenanthr-3-yl-6-bromohexanoic acid